ClC1=C(C(=O)N2N=C(C(=C2N(C)CC2=CC=C(C=C2)F)C#N)C2CN(C(CC2C(F)(F)F)=O)S(=O)(=O)N2CC(CC2)O)C=CC=C1 1-(2-chlorobenzoyl)-5-{[(4-fluorophenyl)methyl](methyl)amino}-3-{1-[(3-hydroxypyrrolidin-1-yl)sulfonyl]-6-oxo-4-(trifluoromethyl)piperidin-3-yl}-1H-pyrazole-4-carbonitrile